CS(=O)(=O)O[C@@H]1[C@@](CCC1)(C)CC=C (1S,2R)-2-ALLYL-2-METHYLCYCLOPENTYL METHANESULFONATE